ClC1=C(C=CC(=C1)OCC=1C(=NOC1C1CC1)C1=C(C=CC=C1Cl)Cl)C#COC(C1=CC=CC(=C1)C)=O ((2-chloro-4-((cyclopropyl-3-(2,6-dichlorophenyl) isoxazol-4-yl) methoxy) phenyl) ethynyl)-5-methylbenzoate